NC(CC(=O)NNC(CCC)=O)(C)C butyric acid-3-amino-2-(3-methyl-1-oxobutyl) hydrazide